C1(C=CCC12CCNCC2)=O 8-Azaspiro[4.5]dec-2-en-1-one